FC=1CC(=CC2=C(N1)C=C(C=C2)C2(CC2)C(NC=2C=NC=1CCNCC1C2)=O)C(=O)N(CCC)CCC fluoro-N,N-di-n-propyl-8-(1-((5,6,7,8-tetrahydro-1,6-naphthyridin-3-yl)carbamoyl)cyclopropyl)-3H-benzo[b]azepine-4-carboxamide